disodium 4,4'-bis{[4-anilino-6-morpholinyl-s-triazine-2-yl]-amino}-2,2-diphenylethylenedisulfonate N(C1=CC=CC=C1)C1=NC(=NC(=N1)N1CCOCC1)NC1=CC=C(C=C1)C(CS(=O)(=O)[O-])(S(=O)(=O)[O-])C1=CC=C(C=C1)NC1=NC(=NC(=N1)NC1=CC=CC=C1)N1CCOCC1.[Na+].[Na+]